FC=1C=C(CC=2C=NN(C2)C(=O)N[C@@H]2C(NC3=C(OC2)C=CC(=C3)OCCC3COC3)=O)C=CC1 (S)-4-(3-fluorobenzyl)-N-(7-(2-(oxetan-3-yl)ethoxy)-4-oxo-2,3,4,5-tetrahydrobenzo[b][1,4]oxazepin-3-yl)-1H-pyrazole-1-carboxamide